CN1N=CN=C1C12CCCC(N1C(=O)NC1=CC(=C(C=C1)C)C1=NN3C(C=N1)=CC=C3)C2 1-(1-methyl-1H-1,2,4-triazol-5-yl)-N-(4-methyl-3-(pyrrolo[2,1-f][1,2,4]triazin-2-yl)phenyl)-6-azabicyclo[3.1.1]heptane-6-carboxamide